(4aR,8aS)-6-[4-[[2-cyclopentyl-4-(trifluoromethyl)phenyl]methyl]piperidine-1-carbonyl]-4,4a,5,7,8,8a-hexahydropyrido[4,3-b][1,4]oxazin-3-one C1(CCCC1)C1=C(C=CC(=C1)C(F)(F)F)CC1CCN(CC1)C(=O)N1C[C@@H]2[C@@H](OCC(N2)=O)CC1